12-heptadecatrienoic acid CCCC/C=C/CCCC/C=C/C=C/CCC(=O)O